C(C1=CC=CC=C1)N1C[C@@H](N(CC1)CC1CC1)CC#N 2-[(2S)-4-benzyl-1-(cyclopropylmethyl)piperazin-2-yl]acetonitrile